FC(C1=C(C(C2=CC=C(C=C2)Cl)OC2CN(C2)C(=O)NC2CCCCC2)C=CC=C1)(F)F 3-[2-(trifluoromethyl)-4'-chlorobenzhydryloxy]-N-(cyclohexyl)azetidine-1-carboxamide